ClC1=C(C=CC(=C1)Cl)C=1CCCC2=C(C1C1=C(C=C(C=C1F)C=C1CN(C1)CCCF)F)C=CC=C2 8-(2,4-Dichlorophenyl)-9-(2,6-difluoro-4-((1-(3-fluoropropyl)azetidin-3-yliden)methyl)phenyl)-6,7-dihydro-5H-benzo[7]annulen